(2S,3S)-ethyl 3-((2-chlorothieno[2,3-d]pyrimidin-4-yl)amino)bicyclo[2.2.2]octane-2-carboxylate ClC=1N=C(C2=C(N1)SC=C2)N[C@@H]2[C@H](C1CCC2CC1)C(=O)OCC